Cl.FC1=C(C=CC=C1)N 2-fluorobenzeneamine hydrochloride